((3aS,4R,6S,6aS)-4-cyano-6-(4-(3,3-dimethylbutyramido) pyrrolo[2,1-f][1,2,4]triazin-7-yl)-2,2-dimethyltetrahydrofurano[3,4-d][1,3]dioxol-4-yl) 3,3-dimethylbutyrate CC(CC(=O)O[C@]1(O[C@H]([C@@H]2OC(O[C@@H]21)(C)C)C2=CC=C1C(=NC=NN12)NC(CC(C)(C)C)=O)C#N)(C)C